[N].[Al].[Y] yttrium aluminum nitrogen